ClC=1C=C(C=CC1F)NC1=NC=CC2=CC(=C(C=C12)NC(CCC=O)=O)OC N-(1-((3-chloro-4-fluorophenyl)amino)-6-methoxyisoquinolin-7-yl)-4-oxobutanamide